((2-cyclopropyl-2-oxoethyl)amino)-2-(2,4-dimethoxybenzyl)isoquinolin-1(2H)-one C1(CC1)C(CNC=1N(C(C2=CC=CC=C2C1)=O)CC1=C(C=C(C=C1)OC)OC)=O